S(OC1=CC(=CC=C1)C=1N=CN(C1)C1C(NC(CC1)=O)=O)(=O)(=O)F 3-(1-(2,6-dioxopiperidin-3-yl)-1H-imidazol-4-yl)phenyl sulfurofluoridate